O=C1NC(CCC1N1C(C2=CC=C(C=C2C1)C(=O)N[C@@H](C(F)(F)F)C1=CC=C(C=C1)CN1CCOCC1)=O)=O 2-(2,6-dioxopiperidin-3-yl)-1-oxo-N-((R)-2,2,2-trifluoro-1-(4-(morpholinomethyl)phenyl)ethyl)isoindoline-5-carboxamide